6,6'-dihydroxybiphenyl OC1=CC=CC=C1C1=CC=CC=C1O